N1=CC=CC=2C1=CN=NC2N pyrido[2,3-d]pyridazin-5-amine